C1(CCC(CC1)C(=O)[O-])C(=O)OC methyl 1,4-cyclohexanedicarboxylate